CC1=CC(=NN1C(=O)C1=CC=CC=C1)OCCN1CCOCC1 [5-methyl-3-(2-morpholinoethoxy)pyrazol-1-yl]-phenyl-methanone